2,2-bis[4-(o-propenylphenoxy)phenyl]-propane C(=CC)C1=C(OC2=CC=C(C=C2)C(C)(C)C2=CC=C(C=C2)OC2=C(C=CC=C2)C=CC)C=CC=C1